5-Cyclopropyl-N-(3-methoxy-5-(1-methyl-1H-1,2,4-triazol-3-yl)phenyl)pyrazolo[1,5-a]pyrimidine-3-carboxamide C1(CC1)C1=NC=2N(C=C1)N=CC2C(=O)NC2=CC(=CC(=C2)C2=NN(C=N2)C)OC